3-(5-((2-(4-(2-((3r,5r,7r)-adamantan-1-yl)ethyl)-3-(trifluoromethyl)piperazin-1-yl)ethyl)amino)-2-methyl-4-oxoquinazolin-3(4H)-yl)piperidine-2,6-dione C12(CC3CC(CC(C1)C3)C2)CCN2C(CN(CC2)CCNC2=C3C(N(C(=NC3=CC=C2)C)C2C(NC(CC2)=O)=O)=O)C(F)(F)F